[1,3]dioxolo[4',5':5,6]benzo[1,2-d]thiazole-4-carboxylic acid O1COC=2C(=CC3=C(N=CS3)C21)C(=O)O